FC1=NC(=C2N=CN(C2=N1)C1OCC1)NC1=CC(=C(C=C1)O)C 2-fluoro-6-(4-hydroxy-3-methylanilino)-9-(oxetan-2-yl)-9H-purine